ClC1=NC(=C2N=CN(C2=N1)[C@@H]1O[C@@H]([C@H]2OC(O[C@H]21)(C)C)CO)N2CC1(CC3=CC=CC=C3C1)C2 [(3aR,4R,6R,6aR)-4-(2-chloro-6-spiro[azetidine-3,2'-indane]-1-yl-purin-9-yl)-2,2-dimethyl-3a,4,6,6a-tetrahydrofuro[3,4-d][1,3]dioxol-6-yl]methanol